ethylene glycol mono(2-aminoethyl) ether NCCOCCO